C1(CC2C(CC1)S2)COCC2CC1C(CC2)S1 bis(3,4-epithiocyclohexylmethyl) ether